FC([C@@H]1C[C@H](N(C1)C(=O)OC(C)(C)C)CO)F tert-butyl (2S,4R)-4-(difluoromethyl)-2-(hydroxymethyl)pyrrolidine-1-carboxylate